ethyl isovalerate Ethyl-propionate C(C)OC(CC)=O.C(CC(C)C)(=O)OCC